Racemic-N-(1-(6,7-difluoro-4-oxo-3,4-dihydrophthalazin-1-yl)ethyl)-4-(difluoromethyl)-N-methyl-1H-indole-2-carboxamide FC=1C=C2C(NN=C(C2=CC1F)[C@@H](C)N(C(=O)C=1NC2=CC=CC(=C2C1)C(F)F)C)=O |r|